C(C)C(CC)C1=NC=2N(C(=C1)N[C@@H]1C[C@H](CC1)NCCOCCOCCOCCNC(OC(C)(C)C)=O)N=CC2 tert-butyl N-[2-[2-[2-[2-[[(1S,3S)-3-[[5-(1-ethylpropyl)pyrazolo[1,5-a]pyrimidin-7-yl]amino]cyclopentyl]amino]ethoxy]ethoxy]ethoxy]ethyl]carbamate